CC1C(CCCC1)CCC Methyl-2-n-propylcyclohexan